Ethyl 2-(2-chloro-4-{[(1S)-1-cyclopropylethyl]amino}pyrimidin-5-yl)acetate ClC1=NC=C(C(=N1)N[C@@H](C)C1CC1)CC(=O)OCC